N-(dimethylphenyl)urea CC=1C(=C(C=CC1)NC(=O)N)C